tert-butyl (S)-4-((2R,3S)-1-((benzyloxy)carbonyl)-3-(3-(dimethylamino)propyl)piperidine-2-carbonyl)-3-((thiophen-2-ylmethyl)carbamoyl)piperazine-1-carboxylate C(C1=CC=CC=C1)OC(=O)N1[C@H]([C@H](CCC1)CCCN(C)C)C(=O)N1[C@@H](CN(CC1)C(=O)OC(C)(C)C)C(NCC=1SC=CC1)=O